O[C@]1(C(N([C@H]2C[C@H]12)C)=O)C#CC=1C=C(C=CC1)N1N=C(C=2C1=NC=CC2)C(=O)N |&1:6| 1-(3-(((1S,4S,SR)-4-hydroxy-2-methyl-3-oxo-2-azabicyclo[3.1.0]hexan-4-yl)ethynyl)phenyl)-1H-pyrazolo[3,4-b]pyridine-3-carboxamide